NC=1C(=NC2=C(C(=C(C=C2C1NC1C2CN(C1C2)C(=O)OC(C)(C)C)Cl)Br)F)N2CC(C2)N(C)C tert-butyl (endo)-5-((3-amino-7-bromo-6-chloro-2-(3-(dimethylamino)-azetidin-1-yl)-8-fluoroquinolin-4-yl)amino)-2-azabicyclo[2.1.1]hexane-2-carboxylate